N[C@H](C(=O)O)CC=C (2S)-2-AMINOPENT-4-ENOIC ACID